N[C@H]1C[C@@H](CC1)N1C=C(C2=C1N=CN=C2OC=2C=NN(C2)CC2CC2)C2=CC(=C(C#N)C=C2)F 4-(7-((1R,3R)-3-aminocyclopentyl)-4-((1-(cyclopropylmethyl)-1H-pyrazol-4-yl)oxy)-7H-pyrrolo[2,3-d]pyrimidin-5-yl)-2-fluorobenzonitrile